2-amino-N-((1R)-2,3-dihydro-1H-inden-1-yl)-3-methyl-N-((5-(trifluoromethyl)-2-pyridinyl)methyl)-6-quinolinecarboxamide NC1=NC2=CC=C(C=C2C=C1C)C(=O)N(CC1=NC=C(C=C1)C(F)(F)F)[C@@H]1CCC2=CC=CC=C12